5-Cyclopropylisoquinolin-1-amine C1(CC1)C1=C2C=CN=C(C2=CC=C1)N